1-(2,4-Difluoro-phenyl)-3-[4-(2-dimethylamino-ethoxy)-3-(2-methyl-2H-pyrazol-3-yl)-phenyl]-urea FC1=C(C=CC(=C1)F)NC(=O)NC1=CC(=C(C=C1)OCCN(C)C)C=1N(N=CC1)C